N-(5-amino-2-methyl-phenyl)-2-[5-(1-piperidylsulfonyl)indol-1-yl]propanamide NC=1C=CC(=C(C1)NC(C(C)N1C=CC2=CC(=CC=C12)S(=O)(=O)N1CCCCC1)=O)C